C(#N)CNC(=O)C1=C(C=C(CC=2C=C(C(=C3CCCC23)OC)C(=O)N[C@H]2CCOC[C@@H]2O)C=C1)F 1,5-anhydro-3-(((7-(4-((cyanomethyl)carbamoyl)-3-fluorobenzyl)-4-methoxy-2,3-dihydro-1H-inden-5-yl)carbonyl)amino)-2,3-dideoxy-L-threo-pentitol